1-(2-aminoethyl)-4-[(4-methoxyphenyl)sulfinylmethyl]-1H-1,2,3-triazole NCCN1N=NC(=C1)CS(=O)C1=CC=C(C=C1)OC